C(C)C=1C=NC=C(C1N1C(N(C=2C=NC=3C=C(C(=CC3C21)C=2C=NN(C2)C)OC)C)=O)C 1-(3-Ethyl-5-methylpyridin-4-yl)-7-methoxy-3-methyl-8-(1-methyl-1H-pyrazol-4-yl)-1,3-dihydroimidazo[4,5-c]-quinolin-2-one